N-[3-(1,2,4-oxadiazol-3-yl)phenyl]-5-methyl-4-oxo-3-(1-propyl-1H-pyrazol-4-yl)-4,5-dihydro-3H-pyrrolo[2,3-c]quinoline-1-carboxamide O1N=C(N=C1)C=1C=C(C=CC1)NC(=O)C1=CN(C=2C(N(C=3C=CC=CC3C21)C)=O)C=2C=NN(C2)CCC